FC(COC1=NC=C(C(=C1)N1C(C(C2=CC(=CC=C12)C(=O)NC1(CS(C1)(=O)=O)C)(C)C)=O)F)F 1-[2-(2,2-difluoroethoxy)-5-fluoro-4-pyridyl]-3,3-dimethyl-N-(3-methyl-1,1-dioxo-thietan-3-yl)-2-oxo-indoline-5-carboxamide